ClC=1C=CC2=C([C@@H](CCO2)NC(CC2=NC(=NN2CC)C2=CC(=C(C=C2)Cl)OC(C)C)=O)C1 N-[(4R)-6-chloro-3,4-dihydro-2H-1-benzopyran-4-yl]-2-[3-(4-chloro-3-isopropyloxyphenyl)-1-ethyl-1H-1,2,4-triazol-5-yl]acetamide